N-[5-[(4-chlorophenyl)methoxy]-1,3,4-thiadiazol-2-yl]-6-(2-cyanoethyl)-4-(2-methoxyphenyl)pyridine-3-carboxamide ClC1=CC=C(C=C1)COC1=NN=C(S1)NC(=O)C=1C=NC(=CC1C1=C(C=CC=C1)OC)CCC#N